CC1=C2C(=CC=C1)O2 2-methyl-1,6-phenylene ether